trans-4-(2-(2,4-dihydroxyphenyl)-6-(phenylsulfonyl)imidazo[4,5-d]Pyrrolo[2,3-b]Pyridin-1(6H)-yl)cyclohexanecarbonitrile OC1=C(C=CC(=C1)O)C1=NC=2C(=C3C(=NC2)N(C=C3)S(=O)(=O)C3=CC=CC=C3)N1[C@@H]1CC[C@H](CC1)C#N